hydrogen fluoride acetate C(C)(=O)O.F